C(C)(C)(C)OC(C(C)(C)C1=NC=CC(=N1)C1=NC=C(C(=C1)N1C(C(=C(C=C1C)OCC1=NC=C(C=C1F)F)Cl)=O)C)=O 2-(4-(3-chloro-4-((3,5-difluoropyridin-2-yl)methoxy)-5',6-dimethyl-2-oxo-2H-[1,4'-bipyridin]-2'-yl)pyrimidin-2-yl)-2-methylpropanoic acid tert-butyl ester